N-(2-(2-Methoxyethoxy)ethyl)-4-(2-(pyridin-2-ylamino)thiazol-4-yl)benzamid COCCOCCNC(C1=CC=C(C=C1)C=1N=C(SC1)NC1=NC=CC=C1)=O